ethyl 4-(4-((3-ethyl-9-fluoro-2-oxo-2,3-dihydro-1H-pyrimido[4,5,6-de]quinazolin-8-yl) methyl) piperazin-1-yl)-2,3-difluorobenzoate C(C)N1C(NC2=C(C(=CC=3C2=C1N=CN3)CN3CCN(CC3)C3=C(C(=C(C(=O)OCC)C=C3)F)F)F)=O